C(C)(=O)NCCC(=O)NC1=NN(C=2C=CC=C(C12)C1=C(C=C2C=NN(C2=C1)C)F)CC(=O)NCC(=O)NCC(=O)O (2-(3-(3-acetamidopropanamido)-5'-fluoro-1'-methyl-1H,1'H-[4,6'-biindazol]-1-yl)acetyl)glycylglycine